BrC=1C=C2/C(/C(NC2=CC1)=O)=C\1/NCCC2=CC=C(C=C12)O (Z)-5-bromo-3-(7-hydroxy-3,4-dihydroisoquinolin-1(2H)-ylidene)indolin-2-one